4-((1R)-3-(8-(4-amino-8-fluoro-6,7-dimethoxyquinazolin-2-yl)-3,8-diazabicyclo[3.2.1]octan-3-yl)-1-(ethylamino)-3-oxopropyl)benzonitrile NC1=NC(=NC2=C(C(=C(C=C12)OC)OC)F)N1C2CN(CC1CC2)C(C[C@@H](NCC)C2=CC=C(C#N)C=C2)=O